(1S,2S)-2-(3-chlorophenyl)-N-(6-(((6-cyclopropyl-8-((1-methyl-2-oxopyrrolidin-3-yl)oxy)imidazo[1,2-a]pyridin-2-yl)methyl)amino)pyrimidin-4-yl)cyclopropane-1-carboxamide ClC=1C=C(C=CC1)[C@@H]1[C@H](C1)C(=O)NC1=NC=NC(=C1)NCC=1N=C2N(C=C(C=C2OC2C(N(CC2)C)=O)C2CC2)C1